CC(C)P(O)(=O)CCCC methyl-(4-butyl-ethylphosphinic acid)